CC1=C(C(=CC=C1)C)C1=NC(=NC(=C1)OC[C@@H](CC(C)C)NCC1=NN2C(C(NCC2)=O)=C1)C=1C(=C(C(=O)O)C=CC1)S(N)(=O)=O 4-(2,6-Dimethylphenyl)-6-[(2R)-4-methyl-2-[(4-oxo-6,7-dihydro-5H-pyrazolo[1,5-a]pyrazin-2-yl)methylamino]pentoxy]pyrimidin-2-yl[sulfamoyl]benzoic acid